ACETYLGLYCINE C(C)(=O)NCC(=O)O